FC(C1=CC=C(C=C1)S(=O)(=O)NC(OC)=O)(F)F Methyl ((4-Trifluoromethylphenyl)sulfonyl)carbamate